(S)-6-(1-((4-acetylmorpholin-2-yl)methyl)-5-methyl-1H-pyrazol-4-yl)-4-((2-cyanophenyl)thio)pyrazolo[1,5-a]pyridine-3-carbonitrile C(C)(=O)N1C[C@H](OCC1)CN1N=CC(=C1C)C=1C=C(C=2N(C1)N=CC2C#N)SC2=C(C=CC=C2)C#N